COC(=O)C1=C(C(=C(C(=C1Cl)Cl)C(=O)OC)Cl)Cl.C1(CCC1)C1=CN=C(S1)C=1C=C(C(=O)N[C@H](C)C=2C=NC(=NC2)C(F)(F)F)C=C(C1)O[C@@H]1COCC1 3-(5-cyclobutyl-1,3-thiazol-2-yl)-5-[(3S)-tetrahydrofuran-3-yloxy]-N-{(1R)-1-[2-(trifluoromethyl)pyrimidin-5-yl]ethyl}benzamide DIMETHYL-2,3,5,6-TETRACHLORO-1,4-BENZENEDICARBOXYLATE